CC1=C2C(=CC3=C1OC=1C=C(C=C4C=CN=C3C14)[Ge](C)(C)C)C=CC=C2 8-methyl-5-(trimethylgermyl)benzo[6,7]chromeno[2,3,4-ij]isoquinoline